benzyl 3-((dimethyl(oxo)-λ6-sulfaneylidene)amino)azetidine-1-carboxylate CS(=O)(C)=NC1CN(C1)C(=O)OCC1=CC=CC=C1